4-amino-N-ethyl-3-methyl-N-((5-(trifluoromethyl)-2-pyridinyl)methyl)[1,2]oxazolo[4,5-c]quinoline-8-carboxamide NC1=NC=2C=CC(=CC2C2=C1C(=NO2)C)C(=O)N(CC2=NC=C(C=C2)C(F)(F)F)CC